C(CC(=O)[O-])(=O)OC(C1=CC=CC=C1)Cl chlorobenzyl malonate